C1(=CC=CC=C1)C=1C=C(C=C(C1)C1=CC=C(C=C1)B(O)O)C1=CC=CC=C1 (5'-phenyl[1,1':3',1''-terphenyl]-4-yl)-boronic acid